1-ethyl-3-((S)-1,1,1,5,5,5-hexafluoropentan-2-yl)-1-(2,2,2-trifluoro-1-(5-(7-methoxypyrazolo[1,5-a]pyridin-5-yl)-6-(methylthio)pyridin-3-yl)ethyl)urea C(C)N(C(=O)N[C@H](C(F)(F)F)CCC(F)(F)F)C(C(F)(F)F)C=1C=NC(=C(C1)C1=CC=2N(C(=C1)OC)N=CC2)SC